2-methylpentan-2-amine CC(C)(CCC)N